C(C)N1C(N(C(C12CCN(CC2)CC2CCOCC2)=O)C2=C(C=C(C=C2)C(F)(F)F)C)=O 1-ethyl-3-(2-methyl-4-(trifluoromethyl)phenyl)-8-((tetrahydro-2H-pyran-4-yl)methyl)-1,3,8-triazaspiro[4.5]decane-2,4-dione